((2S)-1,1-dicyclohexyl-3-((2-(2-hydroxypropan-2-yl)-2-(2-oxo-4-(trifluoromethyl) imidazolidin-1-yl)-2,3-dihydro-1H-inden-5-yl) amino)-3-oxopropan-2-yl) carbamate C(N)(O[C@@H](C(C1CCCCC1)C1CCCCC1)C(=O)NC=1C=C2CC(CC2=CC1)(N1C(NC(C1)C(F)(F)F)=O)C(C)(C)O)=O